(S)-1'-(3-(3-chloro-2-methylpyridin-4-yl)imidazo[1,5-a]pyrazin-8-yl)-1,3-dihydrospiro[indene-2,4'-piperidine]-1-amine ClC=1C(=NC=CC1C1=NC=C2N1C=CN=C2N2CCC1(CC2)[C@@H](C2=CC=CC=C2C1)N)C